N-(3-chloro-4-((3-fluorobenzyl)oxy)phenyl)-7-(((1R,5S,6s)-3-methyl-3-azabicyclo[3.1.0]hexane-6-yl)ethynyl)-6-nitroquinazolin-4-amine ClC=1C=C(C=CC1OCC1=CC(=CC=C1)F)NC1=NC=NC2=CC(=C(C=C12)[N+](=O)[O-])C#CC1[C@@H]2CN(C[C@H]12)C